1,8-NAPHTHYRIDINE-4-CARBOXALDEHYDE N1=CC=C(C2=CC=CN=C12)C=O